4-chloro-8-fluoroquinazoline ClC1=NC=NC2=C(C=CC=C12)F